4-piperidyl 3-[6-[5-(6-methyl-2-pyridyl)-1H-imidazol-4-yl]-3-quinolyl]benzoate CC1=CC=CC(=N1)C1=C(N=CN1)C=1C=C2C=C(C=NC2=CC1)C=1C=C(C(=O)OC2CCNCC2)C=CC1